COC=1C=CC(=NC1)COC=1C=CC2=C(N=C(O2)C2=CC=C(C=C2)C2=NC=CC=N2)C1 5-[(5-methoxypyridin-2-yl)methoxy]-2-[4-(pyrimidin-2-yl)phenyl]-1,3-benzoxazole